CN1CC(CC1)N methyl-pyrrolidin-3-amine